FC(C)C(CCCCC)F 2,3-difluorooctane